Methyl 3-chloro-5-fluoro-6-(5-fluoro-2-methoxy-4-(trifluoromethyl) phenyl)picolinate ClC=1C(=NC(=C(C1)F)C1=C(C=C(C(=C1)F)C(F)(F)F)OC)C(=O)OC